4-amino-1,3-dimethyl-N-(2-propanyl)-N-((5-(trifluoromethyl)-2-pyridinyl)methyl)-1H-pyrazolo[4,3-c]quinoline-8-carboxamide NC1=NC=2C=CC(=CC2C2=C1C(=NN2C)C)C(=O)N(CC2=NC=C(C=C2)C(F)(F)F)C(C)C